2-(2-Morpholinylethylamino)-4-(benzothien-3-yl)pyrazolo[1,5-a][1,3,5]Triazine N1(CCOCC1)CCNC1=NC=2N(C(=N1)C1=CSC3=C1C=CC=C3)N=CC2